4-((1-(((1-aminoisoquinolin-5-yl)amino)methyl)-2-azabicyclo[2.1.1]hexan-4-yl)methoxy)-1-methylpyridin-2(1H)-one NC1=NC=CC2=C(C=CC=C12)NCC12NCC(C1)(C2)COC2=CC(N(C=C2)C)=O